OC1=CC=C(C=C1)C(=CC1=CC=C(C=C1)O)C 4,4'-dihydroxy-α-methyl-stilbene